C(C)C1=[N+](C=C(C=C1)C1=C(C(=CC=C1N1N=NC(=C1)C(F)(F)F)Cl)F)[O-] ethyl-5-(3-chloro-2-fluoro-6-(4-(trifluoromethyl)-1H-1,2,3-triazol-1-yl)phenyl)pyridine 1-oxide